ClC1=NC(=NC(=C1C#N)N1C[C@](CCC1)(C)O)OC[C@]12CCCN2C[C@@H](C1)F 4-chloro-2-{[(2R,7aS)-2-fluorotetrahydro-1H-pyrrolizin-7a(5H)-yl]methoxy}-6-[(3R)-3-hydroxy-3-methylpiperidin-1-yl]pyrimidine-5-carbonitrile